9-(1-((6-chloro-2-(2-(methyl-d3)-2H-tetrazol-5-yl)pyridin-3-yl)amino)ethyl)-3-(imidazo[1,5-a]pyridin-6-yl)-4,7-dimethylimidazo[1,5-a]quinazolin-5(4H)-one ClC1=CC=C(C(=N1)C=1N=NN(N1)C([2H])([2H])[2H])NC(C)C=1C=C(C=C2C(N(C=3N(C12)C=NC3C=3C=CC=1N(C3)C=NC1)C)=O)C